7-(cyclopropylsulfonylamino)-N-(3-(1-methyl-1H-pyrazol-4-yl)pyridin-4-yl)quinazoline-2-carboxamide C1(CC1)S(=O)(=O)NC1=CC=C2C=NC(=NC2=C1)C(=O)NC1=C(C=NC=C1)C=1C=NN(C1)C